ClC1=CC=C(C=C1)C=1N=CN(C1C1=CC(=NC=C1)C(F)F)CC(=O)N[C@@H]1CN(CC1)C(=O)OC(C)(C)C tert-butyl (3S)-3-[[2-[4-(4-chlorophenyl)-5-[2-(difluoromethyl)-4-pyridyl]imidazol-1-yl]acetyl]amino]pyrrolidine-1-carboxylate